(4-aminopiperidin-1-yl)(4-chloro-3,5-difluoro-1H-indol-2-yl)methanone NC1CCN(CC1)C(=O)C=1NC2=CC=C(C(=C2C1F)Cl)F